2,6-dichloro-4-{3-[(4-methyl-1,2,4-triazol-3-yl)methyl]oxetan-3-yl}pyridine ClC1=NC(=CC(=C1)C1(COC1)CC1=NN=CN1C)Cl